OCSCO Hydroxy-methyl sulfide